ClC=1C=CC(=C(C1)C(C(C(=O)OCC)Br)Br)[N+](=O)[O-] ethyl 3-(5-chloro-2-nitrophenyl)-2,3-dibromopropionate